4-(1,2,2-triphenylvinyl)-benzoic acid methyl ester COC(C1=CC=C(C=C1)C(=C(C1=CC=CC=C1)C1=CC=CC=C1)C1=CC=CC=C1)=O